F[C@@H]1[C@@H](C1)C1=NC(=NO1)C1(CN(C1)C(=O)OC(C)(C)C)C tert-butyl 3-{5-[(1S,2S)-2-fluorocyclopropyl]-1,2,4-oxadiazol-3-yl}-3-methylazetidine-1-carboxylate